S(=O)(=O)([O-])S(=O)[O-].[Na+].O.[Na+] Water Sodium metabisulfite